C(C1=CC=CC=C1)(=O)OC1=C(C=CC=C1)C1CCCCC1 benzoic acid, cyclohexylphenyl ester